N-(3-(3-bromo-6-cyano-9H-carbazol-9-yl)-2-fluoropropyl)-3-methoxyaniline BrC=1C=CC=2N(C3=CC=C(C=C3C2C1)C#N)CC(CNC1=CC(=CC=C1)OC)F